C1(CC1)C1=NC(=NC=C1OC1=CC=C(C=N1)CNC=1N=C2N([C@H](C(N3C2=C(N1)CCC3)=O)CO)C([2H])([2H])[2H])C(F)(F)F (S)-2-(((6-((4-cyclopropyl-2-(trifluoromethyl)pyrimidin-5-yl)oxy)pyridin-3-yl)methyl)amino)-5-(hydroxymethyl)-4-(methyl-d3)-4,5,9,10-tetrahydro-6H,8H-pyrido[3,2,1-de]pteridin-6-one